C(C1=CC=CC=C1)C1OCCN(C1)C1CN(CC=2C=CC(=NC12)C#N)C(=O)OC(C)(C)C tert-butyl 8-(2-benzylmorpholino)-2-cyano-7,8-dihydro-1,6-naphthyridine-6(5H)-carboxylate